4-{3-[(1S)-1-(benzyloxy)ethyl]-4-methyl-5-oxo-4,5-dihydro-1H-1,2,4-triazol-1-yl}-5-fluoro-2-{[(2S)-1,1,1-trifluoropropan-2-yl]oxy}benzoic acid tert-butyl ester C(C)(C)(C)OC(C1=C(C=C(C(=C1)F)N1N=C(N(C1=O)C)[C@H](C)OCC1=CC=CC=C1)O[C@H](C(F)(F)F)C)=O